C1CCN(CC1)CC2=CC(=CC=C2)OCCCNC(=O)CSCCO N-(3-(3-(1-piperidinylmethyl)phenoxy)propyl)-2-(2-hydroxyethylthio)acetamide